C1OCC12CN(C2)C2=NC1=CC=C(C=C1C=C2)C=O 2-(2-Oxa-6-azaspiro[3.3]hept-6-yl)quinoline-6-carbaldehyde